FC(F)(F)C1C(=O)OC(C1)=O trifluoroMethyl-succinic anhydride